2-(8,8,8-Trifluorooctyl)isoindoline-1,3-dione FC(CCCCCCCN1C(C2=CC=CC=C2C1=O)=O)(F)F